C(C)(=O)OC1=C(C(=CC(=C1)C(F)(F)F)C)CC(=O)N=S(C1=CC=CC=C1)(=O)N[Si](C)(C)C(C)(C)C 2-(2-((((tert-butyldimethylsilyl)amino)(oxo)(phenyl)-λ6-sulfaneylidene)amino)-2-oxoethyl)-3-methyl-5-(trifluoromethyl)phenyl acetate